benzyl (8-methyl-1,4-dioxaspiro[4.5]decan-8-yl)carbamate CC1(CCC2(OCCO2)CC1)NC(OCC1=CC=CC=C1)=O